C(C1=CC=CC=C1)OC1=CC=C2C(=C([N+](CC2=C1)=O)C(C)C)C1=CC(=C(C=C1)F)C 7-benzyloxy-4-(4-fluoro-3-methyl-phenyl)-3-isopropyl-2-oxo-isoquinolin-2-ium